FC(C=1N=CC(=NC1)C1CC(NCC1)=O)(F)F 4-(5-(trifluoromethyl)pyrazin-2-yl)piperidin-2-one